C1(CCC12CCC2)C(=O)N spiro[3.3]heptanecarboxamide